N-Benzyl-10-hydroxy-10-((4-morpholino-6-oxopyrimidin-1(6H)-yl)methyl)-7-azaspiro[4.5]decane-7-carboxamide C(C1=CC=CC=C1)NC(=O)N1CC2(CCCC2)C(CC1)(CN1C=NC(=CC1=O)N1CCOCC1)O